5-(1-benzyl-1H-pyrazol-4-yl)-1-methyl-4-(2-methylhydrazinyl)pyridin-2(1H)-one C(C1=CC=CC=C1)N1N=CC(=C1)C=1C(=CC(N(C1)C)=O)NNC